4-((5-bromo-3-nitropyridin-2-yl)amino)piperidine-1-carboxylic acid tert-butyl ester C(C)(C)(C)OC(=O)N1CCC(CC1)NC1=NC=C(C=C1[N+](=O)[O-])Br